(E)-4-{tert-butoxycarbonyl-[3-(3-chloro-10,11-dihydro-5H-dibenzo[b,f]azepin-5-yl)propyl]amino}-N,N-dimethyl-but-2-enamide C(C)(C)(C)OC(=O)N(C/C=C/C(=O)N(C)C)CCCN1C2=C(CCC3=C1C=CC=C3)C=CC(=C2)Cl